N1(C=NC=C1)C(=O)OC(C)C(F)(F)F 1-trifluoropropan-2-yl 1H-imidazole-1-carboxylate